tripropargyl borate B(OCC#C)(OCC#C)OCC#C